tert-Butyl 4-(5-(6-(1-methyl-1H-pyrazol-4-yl)pyrazolo[1,5-a]pyrazin-4-yl)pyridin-2-yl)piperazine-1-carboxylate CN1N=CC(=C1)C=1N=C(C=2N(C1)N=CC2)C=2C=CC(=NC2)N2CCN(CC2)C(=O)OC(C)(C)C